(R)-(5-(4-fluoro-6-(3-((methylamino)methyl)piperidin-1-yl)-1H-benzo[d]imidazol-2-yl)-1H-pyrrol-3-yl)(2-(trifluoromethyl)phenyl)methanone FC1=CC(=CC=2NC(=NC21)C2=CC(=CN2)C(=O)C2=C(C=CC=C2)C(F)(F)F)N2C[C@H](CCC2)CNC